(2S,5R)-5-Azido-6-Hydroxy-Tetrahydropyran-2-Yl[Methyl]-N-Benzyl-2-Methyl-Propane-2-Sulfinamide N(=[N+]=[N-])[C@@H]1CC[C@H](OC1O)C(C(C)(S(=O)NCC1=CC=CC=C1)C)C